[N+](=O)([O-])C=1C(=NC=C(C1)C(F)(F)F)C(=O)NN 3-nitro-5-(trifluoromethyl)picolinohydrazide